2-(3-methoxypropyl)cyclopent-1,3-diene COCCCC1=CCC=C1